ClC1=NC=C(C(=N1)NC1COC1)[N+](=O)[O-] 2-chloro-5-nitro-N-(oxetan-3-yl)pyrimidin-4-amine